FC=1C=CC2=C(N=C(O2)NC=2OC3=C(N2)C=C(C=C3)CC(=O)NC=3C=NOC3)C1 2-(2-((5-fluorobenzo[d]oxazol-2-yl)amino)benzo[d]oxazol-5-yl)-N-(isoxazol-4-yl)acetamide